(E)-3-(4-(8-benzyl-2-oxa-5,8-diazaspiro[3.4]octane-5-carbonyl)phenyl)-1-(thiophen-3-yl)prop-2-en-1-one C(C1=CC=CC=C1)N1CCN(C12COC2)C(=O)C2=CC=C(C=C2)/C=C/C(=O)C2=CSC=C2